tert-butyl 3-(7-chloro-4-hydroxy-2-oxo-1-phenyl-1,2-dihydroquinazolin-5-yl)-2,5-dihydro-1H-pyrrole-1-carboxylate ClC1=CC(=C2C(=NC(N(C2=C1)C1=CC=CC=C1)=O)O)C=1CN(CC1)C(=O)OC(C)(C)C